2-methyl-2-octanol CC(C)(CCCCCC)O